Copper Melamine N1=C(N)N=C(N)N=C1N.[Cu]